C(C)(=O)OCC1OC(C(C(C1OC1OC(C(C(C1OC(C)=O)OC(C)=O)OC(C)=O)COC(C)=O)OC(C)=O)OC(C)=O)OC1=CC=C(C=C1)C(C=CC1=CC=CC=C1)=O [4,5-Diacetyloxy-6-[4-(3-phenylprop-2-enoyl)phenoxy]-3-[3,4,5-triacetyloxy-6-(acetyloxymethyl)oxan-2-yl]oxyoxan-2-yl]methyl acetate